[Cl-].C(CCCCCC)(=O)OC(C(=O)OC1CC2CCC(C1)[N+]21CCCC1)(C1=CC=CC=C1)C1=CC=CC=C1 3-(2-(heptanoyloxy)-2,2-diphenylacetoxy)spiro[bicyclo[3.2.1]octane-8,1'-pyrrolidin]-8-ium chloride